(±)-2-(3-((2-(7-Bromobenzofuran-5-yl)-2-hydroxyethyl)(methyl)amino)-2-hydroxyphenyl)acetic acid ethyl ester C(C)OC(CC1=C(C(=CC=C1)N(C)C[C@H](O)C=1C=C(C2=C(C=CO2)C1)Br)O)=O |r|